4-(2'-(5-Ethyl-1H-imidazol-2-yl)-3,4'-bipyridin-5-yl)morpholine trifluoroacetate salt FC(C(=O)O)(F)F.C(C)C1=CN=C(N1)C1=NC=CC(=C1)C=1C=NC=C(C1)N1CCOCC1